CS(=O)(=N)C1=NC=CC=C1 2-(S-methylsulfonimidoyl)pyridin